C(C)(C)(C)C=1C=C(C=CC1)C1=C(C(=CC(=C1)C(C)(C)C)C1=CC(=CC=C1)C(C)(C)C)N 3,3'',5'-tri-tert-butyl-[1,1':3',1''-terphenyl]-2'-amine